N-(1-phenylethyl)p-methoxybenzenesulfonamide C1(=CC=CC=C1)C(C)NS(=O)(=O)C1=CC=C(C=C1)OC